2,2-diphenyl-5-hydroxy-6-methoxycarbonyl-9-methoxy-2H-naphtho[1,2-b]pyran C1(=CC=CC=C1)C1(C=CC2=C(O1)C1=CC(=CC=C1C(=C2O)C(=O)OC)OC)C2=CC=CC=C2